BrC=1C=CN2N=CN=C(C21)NCC2=CC=CC(=N2)N2C[C@H](N([C@H](C2)C)C(=O)OC(C)(C)C)C Tert-butyl (2R,6S)-4-(6-(((5-bromopyrrolo[2,1-f][1,2,4]triazin-4-yl)amino)methyl)pyridin-2-yl)-2,6-dimethylpiperazine-1-carboxylate